1-(3,4-dichlorophenyl)-3-[4-(1-ethyl-3-piperidylamino)-6-methyl-2-pyrimidinyl]-2-imidazolidinone ClC=1C=C(C=CC1Cl)N1C(N(CC1)C1=NC(=CC(=N1)NC1CN(CCC1)CC)C)=O